C(C)[C@@H](C(=O)O)N1C(CCC1)=O (S)-α-ethyl-2-oxo-1-pyrrolidineacetic acid